1-bromopyrrolo[1,2-a]pyrazine-7-carbonitrile BrC=1C=2N(C=CN1)C=C(C2)C#N